FS(=O)(=O)O perfluorosulfonyl alcohol